C1(=CC=CC2=CC=CC=C12)C1=C(C(=C(C2=CC3=CC=CC=C3C=C12)N)N)N naphthyl-anthracenetriamine